C(C)(C)(C)OC(=O)N1CCN(CC1)CC#C 4-(prop-2-ynyl)piperazine-1-carboxylic acid tert-butyl ester